BrC=1C=CC(=NC1)C(=O)NCC(OC)OC 5-bromo-N-(2,2-dimethoxyethyl)pyridineamide